(S)-N-(3-(1-((2-ethyl-2H-pyrazolo[3,4-b]pyrazin-6-yl)amino)ethyl)phenyl)-1-isopropyl-1H-pyrazole-3-carboxamide C(C)N1N=C2N=C(C=NC2=C1)N[C@@H](C)C=1C=C(C=CC1)NC(=O)C1=NN(C=C1)C(C)C